3,3'-dimethyl-4-aminobiphenyl CC=1C=C(C=CC1N)C1=CC(=CC=C1)C